2-nitro-4-(1,3-oxazol-5-yl)aniline [N+](=O)([O-])C1=C(N)C=CC(=C1)C1=CN=CO1